COC(=O)C1=CC2=C(C(=C(CCC2)C2=C(C=C(C=C2)Cl)Cl)C2=CC(=CC=C2)CC2CN(CC2)CCCF)C=C1.CSC1=NC=CC(=N1)C(=O)NC1=NC=CC=C1 2-(methylthio)-N-(pyridin-2-yl)pyrimidine-4-amide methyl-8-(2,4-dichlorophenyl)-9-(3-((1-(3-fluoropropyl)pyrrolidin-3-yl)methyl)phenyl)-6,7-dihydro-5H-benzo[7]annulene-3-carboxylate